ClC1=CC=NC=C1CN(CCC1=CC=CC=C1)C 4-chloro-5-((methyl-(phenethyl)amino)methyl)pyridine